3-bromo-5'-(tert-butyl)-[1,1':3',1''-terphenyl]-2-amine BrC1=C(C(=CC=C1)C1=CC(=CC(=C1)C(C)(C)C)C1=CC=CC=C1)N